(3R,4S)-N,4-dimethylpyrrolidin-3-amine CN[C@H]1CNC[C@@H]1C